7-(4-(4-(benzo[b]thiophen-4-yl)piperazin-1-yl)butoxy)quinolin-2-yl cyclohexyl carbonate C(OC1=NC2=CC(=CC=C2C=C1)OCCCCN1CCN(CC1)C1=CC=CC=2SC=CC21)(OC2CCCCC2)=O